CN1C(N(C(C=2N(C=NC12)C)=O)C1(CCCCC1)C(=O)O)=O (3,7-dimethyl-2,6-dioxo-2,3,6,7-tetrahydro-1H-purin-1-yl)-cyclohexanecarboxylic acid